5-methoxy-3-methyl-imidazo[1,2-a]Pyridine-7-carboxylic acid ethyl ester C(C)OC(=O)C1=CC=2N(C(=C1)OC)C(=CN2)C